CN1N=C2C=C(C=C(C2=C1C=1C=C2[C@H](CNC(C2=C(C1)OC(F)F)=O)C)C#N)C=1C=NN(C1)C |o1:13| 2-methyl-6-(1-methylpyrazol-4-yl)-3-[rel-(4R)-8-(difluoromethoxy)-4-methyl-1-oxo-3,4-dihydro-2H-isoquinolin-6-yl]indazole-4-carbonitrile